OCC1(OCC(C(C1)O)O)O (hydroxymethyl)tetrahydro-2H-pyran-2,4,5-triol